BrC1=C(C(=C(C(=O)O)C(=C1)F)F)O 4-bromo-2,6-difluoro-3-hydroxybenzoic acid